ClC=1C(=NC(=NC1)NC1CCOCC1)C1=CC=C2CN(C(C2=C1)=O)CC(=O)N[C@H]([C@H](C)O)C1CC1 2-(6-{5-chloro-2-[(oxacyclohex-4-yl)amino]pyrimidin-4-yl}-1-oxo-2,3-dihydro-1H-isoindol-2-yl)-N-[(1S,2S)-1-cyclopropyl-2-hydroxypropyl]acetamide